CC1=NC2=CC3=C(C=C2C=N1)C(C(N3C)=O)(C)C 2,6,6,8-tetramethyl-6,8-dihydro-7H-pyrrolo[3,2-g]quinazolin-7-one